C1CC2=NCCCN2C1 1,5-diazobicyclo(4.3.0)non-5-ene